(3S,4R)-1-[4-({8-[(2R,3S)-3-(methanesulfonylmeth-yl)-2-methylazetidin-1-yl]-5-(propan-2-yl)isoquinolin-3-yl}amino)pyrimidin-2-yl]-4-methoxypiperidine-3-carbonitrile CS(=O)(=O)C[C@@H]1[C@H](N(C1)C=1C=CC(=C2C=C(N=CC12)NC1=NC(=NC=C1)N1C[C@H]([C@@H](CC1)OC)C#N)C(C)C)C